FC=1C(=CC=C2C(CCOC12)NC(C=C)=O)OC=1C=NC(=NC1)C(F)(F)F N-(8-fluoro-7-[{2-(trifluoromethyl)pyrimidin-5-yl}oxy]chroman-4-yl)acrylamide